4-(3-(2-((1-acetylpiperidin-4-yl)amino)-5-fluoropyrimidin-4-yl)phenyl)morpholin-3-one C(C)(=O)N1CCC(CC1)NC1=NC=C(C(=N1)C=1C=C(C=CC1)N1C(COCC1)=O)F